(R)-1-(4-((5-(1-(2,2-difluoropropyl)-1H-benzo[d][1,2,3]triazol-6-yl)-4-methoxypyrrolo[2,1-f][1,2,4]triazin-2-yl)amino)-3,3-difluoropyrrolidin-1-yl)ethan-1-one FC(CN1N=NC2=C1C=C(C=C2)C=2C=CN1N=C(N=C(C12)OC)N[C@H]1C(CN(C1)C(C)=O)(F)F)(C)F